benzyl N-{5-[(1S,3R)-3-[(tert-butylcarbamoyl)oxy]cyclopentyl]-1H-pyrazol-3-yl}carbamate C(C)(C)(C)NC(=O)O[C@H]1C[C@H](CC1)C1=CC(=NN1)NC(OCC1=CC=CC=C1)=O